2-(4-Methoxyphenyl)-6-iodo-imidazo[1,2-a]pyridine COC1=CC=C(C=C1)C=1N=C2N(C=C(C=C2)I)C1